N-(3-(benzylcarbamoyl)-4,5,6,7-tetrahydrobenzo[b]thiophen-2-yl)-5-chloro-2-(methylthio)pyrimidine-4-carboxamide C(C1=CC=CC=C1)NC(=O)C=1C2=C(SC1NC(=O)C1=NC(=NC=C1Cl)SC)CCCC2